[N+](=O)([O-])C1=CC2=CC=C3C=CC=C4C(=CC(=C1)C2=C43)[N+](=O)[O-] 2,5-dinitropyrene